COC1=C(C(=C(C2=CC=CC=C12)OC)C)CC=1C=NC=CC1 3-((1,4-dimethoxy-3-methylnaphthalen-2-yl)methyl)pyridine